4-bromo-7-fluoro-2-methyl-2,3-dihydro-1λ6-benzo[2,1-d][1,2]thiazole-1,1-dione BrC1=CC=C(C2=C1CN(S2(=O)=O)C)F